C1(CCC1)OC1=CC=CC(=N1)C=1C=C2CCC(OC2=CC1)CCC(=O)O 3-[6-[6-(cyclobutoxy)-2-pyridinyl]chroman-2-yl]propionic acid